(R)-cyclopropyl(5-(4-(4-(trifluoromethoxy)pyrazolo[1,5-a]pyridin-2-yl)-1,4,6,7-tetrahydro-5H-imidazo[4,5-c]pyridin-5-yl)pyrazin-2-yl)methanone C1(CC1)C(=O)C1=NC=C(N=C1)N1[C@H](C2=C(CC1)NC=N2)C2=NN1C(C(=CC=C1)OC(F)(F)F)=C2